BrC=1C=C2C(=NN(C(C2=CC1)=O)CC(=O)NC1=NC=C(C=N1)F)OCC(F)F 2-[6-bromo-4-(2,2-difluoroethoxy)-1-oxophthalazin-2-yl]-N-(5-fluoropyrimidin-2-yl)acetamide